methyl (Z)-1-(4-amino-2-fluoro-but-2-en-1-yl)-4-(3-(N-cyclopropylsulfamoyl) phenyl)-1H-benzo[d][1,2,3]triazole-6-carboxylate hydrochloride Cl.NC\C=C(\CN1N=NC2=C1C=C(C=C2C2=CC(=CC=C2)S(NC2CC2)(=O)=O)C(=O)OC)/F